FC(C1=CC=C(C=C1)C=1OC2=C(C(C1OCCC1=CC=CC=C1)=O)C=CC=C2)(F)F 2-[4-trifluoromethylphenyl]-3-(2-phenylethoxy)-4H-1-benzopyran-4-one